4-[(R)-(5-chloro-2-pyridyl)-phenyl-methyl]piperidin-4-ol ClC=1C=CC(=NC1)[C@H](C1(CCNCC1)O)C1=CC=CC=C1